C(C)(=O)O.C(C)(=O)O.C(CCC)P(C12CCC(CC1)C2)C21CCC(CC2)C1 n-butyldi-1-norbornylphosphine diacetate